1,3,4-trimethyl-1,3-dihydro-2H-benzo[d]imidazol-2-one CN1C(N(C2=C1C=CC=C2C)C)=O